β-Phenylethylbenzoat C1(=CC=CC=C1)CCOC(C1=CC=CC=C1)=O